FC(F)(F)C(C#C)O trifluoromethyl-propargyl alcohol